Cl.COC1=C(C=CC(=C1)CNC(CCCCC=CC(C)C)=O)[C@](N(CC)CC)([C@@H](C)CC)C(=O)O 2-methoxy-4-((8-methylnon-6-enamido)methyl)phenyldiethyl-L-isoleucine hydrochloride